8-chloro-4,5-dihydrobenzo[b]thieno[2,3-d]oxepine-9-carboxylic acid ClC=1C(=CC2=C(OCCC3=C2SC=C3)C1)C(=O)O